(R)-8-bromo-N4-(3,3-dimethylbutan-2-yl)-N2-(3-fluoro-5-methylphenyl)quinazoline-2,4-diamine BrC=1C=CC=C2C(=NC(=NC12)NC1=CC(=CC(=C1)C)F)N[C@H](C)C(C)(C)C